N-cyclopentyl-3-methyl-4,5-dioxo-4,5-dihydronaphtho[1,2-b]furan-2-carboxamide C1(CCCC1)NC(=O)C1=C(C2=C(O1)C1=CC=CC=C1C(C2=O)=O)C